C(C)(=O)OC([C@H](CC1=NN(C=C1)C(=O)OC(C)(C)C)NC(=O)OC(C)(C)C)C(=O)NCC1=CC=CC=C1 tert-butyl 3-((2S)-3-acetoxy-4-(benzylamino)-2-((tert-butoxycarbonyl)amino)-4-oxobutyl)-1H-pyrazole-1-carboxylate